C(C)OC(CCC(=O)C1=NC(=CC=C1O)C1=C(C=CC=C1)OC)=O 4-[3-Hydroxy-6-(2-methoxy-phenyl)-pyridin-2-yl]-4-oxo-butyric acid ethyl ester